CC1=NC(=NC(=C1)C)NC=1C(=C(C=CC1)C=1C=C(OC1)C(=O)N)S(=O)(=O)O 4-{[(4,6-dimethyl-2-pyrimidinyl)amino]sulfophenyl}-2-furamide